ClC=1C=C(C=CC1C1CC1)C=1C=C2CCC(C2=C(C1)C)N1CC(CC1)(O)C 1-[5-(3-chloro-4-cyclopropyl-phenyl)-7-methyl-indan-1-yl]-3-methyl-pyrrolidin-3-ol